N-(3-imino-3-(piperidin-1-yl)propyl)-1-methyl-4-(1-methyl-4-nitro-1H-pyrrole-2-carboxamido)-1H-pyrrole-2-carboxamide N=C(CCNC(=O)C=1N(C=C(C1)NC(=O)C=1N(C=C(C1)[N+](=O)[O-])C)C)N1CCCCC1